O[C@@]1(CC[C@@H]2[C@H]3CC[C@]4([C@H]([C@@H]3CC[C@@H]2C1)[C@H]1[C@@H]([C@@H]4C(CN4N=C(C(=C4)C#N)C)=O)C1)C)C 1-(2-((2R,4aS,4bR,6aS,7S,7aS,8aR,8bR,8cR,10aR)-2-Hydroxy-2,6a-dimethyloctadecahydrocyclopropa[4,5]cyclopenta[1,2-a]phenanthren-7-yl)-2-oxoethyl)-3-methyl-1H-pyrazole-4-carbonitrile